FC(C1=CC2=C(NC=N2)C=C1)(F)F 5-(trifluoromethyl)-1H-1,3-benzodiazol